(S)-1-(11H-benzo[2,3][1,4]dioxepino[6,5-c]pyridin-11-yl)-N-methylmethanamine C1=NC=CC2=C1[C@H](OC1=C(O2)C=CC=C1)CNC